F[P-](F)(F)(F)(F)F.[NH+]=1N[N+](=C2N=CC=CC21)[O-] triazolo[4,5-b]pyridinium-3-oxid hexafluorophosphate